1-(4-bromo-1'-methyl-1-phenyl-1H,1'H-[3,4'-bipyrazol]-5-yl)-3-((3S,4R)-4-(5-fluoropyridin-3-yl)-1-(2-methoxyethyl)pyrrolidin-3-yl)urea BrC=1C(=NN(C1NC(=O)N[C@@H]1CN(C[C@H]1C=1C=NC=C(C1)F)CCOC)C1=CC=CC=C1)C=1C=NN(C1)C